2-{4-[(2-{3-[(4-methanesulfonyl-2-methoxyphenyl)amino]prop-1-yn-1-yl}-1-(2,2,2-trifluoro-ethyl)-1H-indol-4-yl)amino]piperidin-1-yl}-1-(morpholin-4-yl)ethan-1-one CS(=O)(=O)C1=CC(=C(C=C1)NCC#CC=1N(C2=CC=CC(=C2C1)NC1CCN(CC1)CC(=O)N1CCOCC1)CC(F)(F)F)OC